1-(3-(2-aminoethoxy)phenoxy)pentan-2-ol NCCOC=1C=C(OCC(CCC)O)C=CC1